1,3-dibromo-1,3-diphenylpropan-2-one BrC(C(C(C1=CC=CC=C1)Br)=O)C1=CC=CC=C1